FC=1C(=NC=CC1)C1=CN=C(S1)NC1=CC2=C(C=N1)N=CN2CCNC(=O)[C@H]2NC[C@@H](C2)O (2S,4R)-N-[2-[6-[[5-(3-fluoro-2-pyridyl)thiazol-2-yl]amino]imidazo[4,5-c]pyridin-1-yl]ethyl]-4-hydroxy-pyrrolidine-2-carboxamide